(4-(bis(3-methoxybenzyl)amino)phenyl)methanol COC=1C=C(CN(C2=CC=C(C=C2)CO)CC2=CC(=CC=C2)OC)C=CC1